mono-neodecanoic acid amide benzotriazole salt N1N=NC2=C1C=CC=C2.C(CCCCCC(C)(C)C)(=O)N